N-cyclohexyl-3-[[2-(4-methylsulfanyl-phenyl)imidazo[1,2-a]pyrazin-3-yl]amino]benzamide C1(CCCCC1)NC(C1=CC(=CC=C1)NC1=C(N=C2N1C=CN=C2)C2=CC=C(C=C2)SC)=O